2-(2-hydroxy-3,5-di-tert-octylphenyl)benzotriazole tert-butyl-N-[1-[[1-(2,6-dioxo-3-piperidyl)-3-methyl-2-oxo-benzimidazol-5-yl]methyl]-4-piperidyl]carbamate C(C)(C)(C)OC(NC1CCN(CC1)CC1=CC2=C(N(C(N2C)=O)C2C(NC(CC2)=O)=O)C=C1)=O.OC1=C(C=C(C=C1C(C)(C)CC(C)(C)C)C(C)(C)CC(C)(C)C)N1N=C2C(=N1)C=CC=C2